FC1=CC(=C(C=C1)C1CC(C(N1)=O)=C)C=1C=NN(C1)C 5-(4-fluoro-2-(1-methyl-1H-pyrazol-4-yl)phenyl)-3-methylenepyrrolidin-2-one